O1CCN(CC1)C1CCN(CC1)C=1SC2=C(N1)SC(=C2)C(=O)OCC Ethyl 2-(4-morpholinopiperidin-1-yl)thieno[2,3-d]thiazole-5-carboxylate